5-(6-methoxypyrimidin-4-yl)-2-{6-[(3R)-3-(methylamino)pyrrolidin-1-yl]pyridazin-3-yl}pyridin-3-ol COC1=CC(=NC=N1)C=1C=C(C(=NC1)C=1N=NC(=CC1)N1C[C@@H](CC1)NC)O